[(2,2,2-trifluoroethyl)amino]cyclobutane FC(CNC1CCC1)(F)F